C(CCCCCCCCCCCC)S(=O)(=O)N[C@H](CC(N)=O)C(=O)N[C@@H](C)C(=O)OC methyl (tridecylsulfonyl)-D-asparaginyl-L-alaninate